C(CCC)C1=CC=[N+](C=C1)[O-].C(CCC)C1=CC=[N+](C=C1)O 4-Butylpyridin-1-ium-1-ol (4-Butylpyridin-1-ium-1-olate)